Methyl-(S,E)-(1-((1-((4-(cyclopropylmethyl)-7-fluoro-3H-imidazo[4,5-c]pyridin-2-yl)methyl)-2-oxo-1,2-dihydropyridin-3-yl)amino)-7-(dimethylamino)-1,7-dioxohept-5-en-2-yl)carbamat COC(N[C@H](C(=O)NC=1C(N(C=CC1)CC1=NC2=C(C(=NC=C2F)CC2CC2)N1)=O)CC\C=C\C(=O)N(C)C)=O